4-[6-methyl-4-oxo-3H,4H,6H,7H-pyrano[3,4-d]imidazol-3-yl]benzonitrile CC1CC2=C(N(C=N2)C2=CC=C(C#N)C=C2)C(O1)=O